C1CCC2=CC(=CC=C12)NC(C1=C(C=CC=C1)N(C)C)=O N-(2,3-Dihydro-1H-inden-5-yl)-2-(dimethylamino)benzamide